FC1=C(C=C(C=C1)C(F)(F)F)NC(=O)NC1=CC=C(C=C1)OC1=CC=NC2=CC(=C3C(=C12)OCCO3)OCCOC 1-(2-fluoro-5-(trifluoromethyl)phenyl)-3-(4-((5-(2-methoxyethoxy)-2,3-dihydro-[1,4]dioxino[2,3-f]quinolin-10-yl)oxy)phenyl)urea